ClC=1C(=C(C=CC1Cl)O)[C@H]1C[C@@H](NCC1)C(=O)N1CCOCC1 |o1:9,11| (2R,4R)-rel-3,4-dichloro-2-[2-(morpholine-4-carbonyl)piperidin-4-yl]phenol